tert-butyl 3,3-dimethyl-4-(4,4,5,5-tetramethyl-1,3,2-dioxaborolan-2-yl)-2,6-dihydropyridine-1-carboxylate CC1(CN(CC=C1B1OC(C(O1)(C)C)(C)C)C(=O)OC(C)(C)C)C